ClC1=CC=C(C=C1)P(C1=C(C2=CC=CC=C2C=C1)C1=C(C=CC2=CC=CC=C12)P(C1=CC=C(C=C1)Cl)C1=CC=C(C=C1)Cl)C1=CC=C(C=C1)Cl 2,2'-bis[bis(4-chlorophenyl)phosphino]-1,1'-binaphthyl